2-(3-tert-butyl-2-hydroxy-5-(2-octoxycarbonyl)ethylphenyl)-2H-benzotriazole C(C)(C)(C)C=1C(=C(C=C(C1)CCC(=O)OC(C)CCCCCC)N1N=C2C(=N1)C=CC=C2)O